C1(CC1)C1=NN(C(=C1)NC(C(C)C=1C=NN(C1)C1=CC(=CC(=C1)F)F)=O)C(=O)OC(C)(C)C Tert-butyl 3-cyclopropyl-5-(2-(1-(3,5-difluorophenyl)-1H-pyrazol-4-yl) propanamido)-1H-pyrazole-1-carboxylate